(E)-7-(1-(but-2-enoyl)piperidin-4-yl)-2-(4-phenoxyphenyl)-1H-imidazo[1,2-b]pyrazole-3-carboxamide C(\C=C\C)(=O)N1CCC(CC1)C1=C2N(N=C1)C(=C(N2)C2=CC=C(C=C2)OC2=CC=CC=C2)C(=O)N